N1N=NC=C1[C@@H]1CN(CC1)C(=O)N1CC(C1)C1=NOC(=N1)C1(CC1)C(F)(F)F [(3S)-3-(1H-Triazol-5-yl)pyrrolidin-1-yl]-[3-[5-[1-(trifluoromethyl)cyclopropyl]-1,2,4-oxadiazol-3-yl]azetidin-1-yl]methanone